3-(2,4-dinitroanilino)propyltriethoxysilane [N+](=O)([O-])C1=C(NCCC[Si](OCC)(OCC)OCC)C=CC(=C1)[N+](=O)[O-]